FC=1C=C(C=C(C1)F)C[C@@H](C=1OC(C2=C(N1)N=C(C=C2)OC)=O)NC(OC(C)(C)C)=O tert-butyl (S)-(2-(3,5-difluorophenyl)-1-(7-methoxy-4-oxo-4H-pyrido[2,3-d][1,3]oxazin-2-yl)ethyl)carbamate